NC=1C=2C(N(C(N1)=O)C1=C(C=CC=C1)C)=NN(C2)C2CCCC2 4-amino-2-cyclopentyl-7-(o-tolyl)pyrazolo[3,4-d]pyrimidin-6-one